1-(1Z-eicosenyl)-2-(9Z,12Z-octadecadienoyl)-glycero-3-phosphoserine CCCCCCCCCCCCCCCCCC/C=C\OC[C@H](COP(=O)(O)OC[C@@H](C(=O)O)N)OC(=O)CCCCCCC/C=C\C/C=C\CCCCC